C(C1=CC=CC=C1)OCCC/C(=N/O)/Cl (Z)-4-(benzyloxy)-N-hydroxybutanimidoyl chloride